7-[3-(2-Chloro-4-fluoro-benzoyl)-3,8-diazabicyclo[3.2.1]oct-8-yl]-2,3-dihydrobenzofuran-5-sulfonyl chloride ClC1=C(C(=O)N2CC3CCC(C2)N3C3=CC(=CC=2CCOC23)S(=O)(=O)Cl)C=CC(=C1)F